2-(3-Cyano-phenyl)-5-trifluoromethyl-2H-pyrazole-3-carboxylic acid {3-[hydroxy-(6-methoxy-naphthalen-2-yl)-methyl]phenyl}-amide OC(C=1C=C(C=CC1)NC(=O)C=1N(N=C(C1)C(F)(F)F)C1=CC(=CC=C1)C#N)C1=CC2=CC=C(C=C2C=C1)OC